C1(=CC=C(C=C1)N)C1=CC=C(C=C1)N 4,4'-Biphenyldiamine